(3-((5-(5-methylpyridazin-4-yl)pyridin-2-yl)methyl)-1,2,3-oxadiazol-3-ium-5-yl)((3-(trifluoromethyl)phenyl)carbamoyl)amide CC=1C(=CN=NC1)C=1C=CC(=NC1)C[N+]1=NOC(=C1)[N-]C(NC1=CC(=CC=C1)C(F)(F)F)=O